N-((4-((5-((3S,4S)-4-amino-3-methyl-2-oxa-8-azaspiro[4.5]decan-8-yl)pyrazin-2-yl)thio)-3-chloropyridin-2-yl)carbamoyl)-3-fluorobenzene-sulfonamide N[C@@H]1[C@@H](OCC12CCN(CC2)C=2N=CC(=NC2)SC2=C(C(=NC=C2)NC(=O)NS(=O)(=O)C2=CC(=CC=C2)F)Cl)C